IC1=NN(C=C1CNNC(=O)OC(C)(C)C)C tert-butyl 2-((3-iodo-1-methyl-1H-pyrazol-4-yl)methyl)hydrazine-1-carboxylate